N1=C(C=CC=C1)C1(N=NN=N1)C(=O)O.CC1=C(C(NC(=C1)C)=O)CNC(C1=C(C(=CC(=C1)N1CC2=CC=C(C=C2C1)N1CCOCC1)N(C1CCOCC1)CC)C)=O N-((4,6-dimethyl-2-oxo-1,2-dihydropyridin-3-yl)methyl)-3-(ethyl-(tetrahydro-2H-pyran-4-yl)amino)-2-methyl-5-(5-morpholinoisoindolin-2-yl)benzamide 5-pyridyl-tetrazolate